8-bromo-2-{[(1S)-1-methylbutyl]oxy}-9-(tetrahydro-2H-pyran-2-yl)-9H-purin-6-amine BrC=1N(C2=NC(=NC(=C2N1)N)O[C@H](CCC)C)C1OCCCC1